C1=C(C=CC2=CC=CC=C12)C=1C2=CC=CC=C2C(=C2C=CC(=CC12)C1=CC=C(C=C1)C1=NC2=C(N1C1=CC=CC=C1)C=CC=C2)C2=CC1=CC=CC=C1C=C2 2-[4-(9,10-di-naphthalen-2-yl-anthracene-2-yl)phenyl]-1-phenyl-1H-benzimidazole